Anti-3-[2-(3,5-dimethylpiperidin-1-yl)-4-nitrophenyl]imidazo[1,5-a]pyrazine CC1CN(CC(C1)C)C1=C(C=CC(=C1)[N+](=O)[O-])C1=NC=C2N1C=CN=C2